8-(Bromomethyl)-1H-pyrrolo[1,2,3-de]quinoxalin-2(3H)-one BrCC=1C=C2C=3N(CC(NC3C1)=O)C=C2